CN(C)C(=C=C1N=NNC1)N(C)C (1-[bis(dimethylamino)methylene]methylen)-1H-1,2,3-triazole